N1(CCCCC1)CC(=O)OCCCCC(CCCCCCCCC=CCC=CCCCCC)(CCCCCCCC\C=C/C\C=C/CCCCC)O 5-Hydroxy-5-((9Z,12Z)-octadeca-9,12-dien-1-yl)tricosa-14,17-dien-1-yl 2-(piperidine-1-yl)acetate